5-(4-chlorophenyl)-3-(2-oxo-2-(piperidin-1-yl)ethyl)-3H-pyrrolo[3,2-d]pyrimidin-4(5H)-one ClC1=CC=C(C=C1)N1C=CC=2N=CN(C(C21)=O)CC(N2CCCCC2)=O